3-chloro-10-[2-(prop-2-yn-1-yloxy)ethyl]-5,10-dihydro-11H-dibenzo[b,e][1,4]diazepin-11-one ClC=1C=CC2=C(NC3=C(N(C2=O)CCOCC#C)C=CC=C3)C1